[4-[5-(trifluoromethyl)-1,2,4-oxadiazol-3-yl] phenyl methyl-2,3-dihydro-l-6,5-benzothiazepin-3-yl] carbamate C(N)(O[C@H]1C=C2C(=NC=CC=C2)SC1CC1=CC=C(C=C1)C1=NOC(=N1)C(F)(F)F)=O